BrC1CCC1C(=O)O 4-bromocyclobutane-1-carboxylic acid